C(C)(C)(C)OC(=O)N(C1=CC(=NC=2N1N=CC2C2CC2)NC[C@@H]2[C@H](CN(CC2)C(=O)OC(C)(C)C)O)CC2=CC=C(C=C2)N2C(=NC=C2)C tert-butyl (3R,4R)-4-(((7-((tert-butoxycarbonyl)(4-(2-methyl-1H-imidazol-1-yl)benzyl)amino)-3-cyclopropylpyrazolo[1,5-a]pyrimidin-5-yl)amino)methyl)-3-hydroxypiperidine-1-carboxylate